FC(C1=CC=C(C=C1)CO)F [4-(difluoromethyl)phenyl]methanol